FC1=CC2=C(N(C3=C(NC2(F)F)C=CC=C3)S(=O)(=O)CC(F)(F)F)C=C1 2,11,11-trifluoro-5-(2,2,2-trifluoroethanesulfonyl)-10,11-dihydro-5H-dibenzo[b,e][1,4]diazepine